C1(=CC=CC=C1)N(C1=CC=C(C=C1)C1=CC=C(C=C1)N(C1=CC=CC2=CC=CC=C12)C1=CC=CC=C1)C1=CC=CC2=CC=CC=C12 N,N'-diphenyl-N,N'-bis(α-naphthyl)-1,1'-biphenyl-4,4'-diamine